2-(2,6-dioxo-3-piperidyl)-5-[4-[[4-(4-piperidylmethyl)-1-piperidyl]methyl]-1-piperidyl]isoindoline-1,3-dione O=C1NC(CCC1N1C(C2=CC=C(C=C2C1=O)N1CCC(CC1)CN1CCC(CC1)CC1CCNCC1)=O)=O